C(=C)CCCCCC[SiH](C)C vinylhexyldimethylsilane